N-(6-(difluoromethyl)pyridin-3-yl)-4-(1H-imidazol-1-yl)-6-methylpyrimidine-2-carboxamide FC(C1=CC=C(C=N1)NC(=O)C1=NC(=CC(=N1)N1C=NC=C1)C)F